2-(Dimethylamino)-2-oxoethyl 4-(4-(1-acetylpiperidin-4-yl)phenyl)-7-(4-(trifluoromethyl)phenyl)-2-naphthoate C(C)(=O)N1CCC(CC1)C1=CC=C(C=C1)C1=CC(=CC2=CC(=CC=C12)C1=CC=C(C=C1)C(F)(F)F)C(=O)OCC(=O)N(C)C